C(C)(C)(C)OC(=O)N1CCCC2=CC=C(N=C12)CCCCNC[C@@H](COC)F (S)-7-(4-((2-fluoro-3-methoxypropyl)amino)butyl)-3,4-dihydro-1,8-naphthyridine-1(2H)-carboxylic acid tert-butyl ester